FC1=C(C=C(C=C1)F)[C@@H]1N(C[C@H](C1)F)C1=NNC2=NC=C(C=C21)C=2C=NNC2 3-((2R,4S)-2-(2,5-difluorophenyl)-4-fluoropyrrolidin-1-yl)-5-(1H-pyrazol-4-yl)-1H-pyrazolo[3,4-b]pyridine